FC(C(C(=O)OC)(C(F)(F)F)F)(F)F Methyl tetrafluoro-2-(trifluoromethyl)propionate